CS(=O)(C)=NC1=CC=CC(=N1)N1C(=C(C2=C1N=C(N=C2)N=C2CC=C(C=C2)N2CCN(CC2)C(=O)OC)F)CCC methyl 4-(4-((7-(6-((dimethyl(oxo)-λ6-sulfanylidene)amino)pyridin-2-yl)-5-fluoro-6-propyl-7H-pyrrolo[2,3-d]pyrimidin-2-yl)imino)phenyl)piperazine-1-carboxylate